methyl-1-phenylmethylamine CNCC1=CC=CC=C1